ClC=1C=C2C(=NC1F)CC(OC2)(C)C 3-chloro-2-fluoro-7,7-dimethyl-5,8-dihydropyrano[4,3-b]pyridine